(12aR)-9-bromo-8-iodo-10-methyl-3,4,12,12a-tetrahydro-6H-pyrazino[2,1-c][1,4]benzooxazepine-2(1H)-carboxylic acid tert-butyl ester C(C)(C)(C)OC(=O)N1C[C@@H]2COC3=C(CN2CC1)C=C(C(=C3C)Br)I